C(C)(C)(C)OC(NC[C@@H]1CC[C@H](CC1)NC(=O)C1=NC2=CC=C(C=C2C=C1)Cl)=O trans-(4-(6-chloroquinoline-2-carboxamido)cyclohexyl)methylcarbamic acid tert-butyl ester